NC=1C=C(C=C(C1)C=1C=NN(C1)C)NC(OC)=O Methyl (3-amino-5-(1-methyl-1H-pyrazol-4-yl)phenyl)carbamate